2-{3-[(3S)-3-cyclopropylpiperazin-1-yl]-1,2,4-triazin-6-yl}-5-(1-methylimidazo[1,5-a]pyridin-6-yl)phenol formate salt C(=O)O.C1(CC1)[C@H]1CN(CCN1)C=1N=NC(=CN1)C1=C(C=C(C=C1)C=1C=CC=2N(C1)C=NC2C)O